COC=1C=C(CN(C=2OC=C(N2)CN2CCCCC2)CC2=CC=C(C=C2)N2CCOCC2)C=CC1 N-(3-methoxybenzyl)-N-(4-morpholinobenzyl)-4-(piperidin-1-ylmethyl)oxazol-2-amine